2-(2-((1S,6R)-3-oxabicyclo[4.1.0]heptan-6-yl)-2H-pyrazolo[3,4-b]pyrazin-6-yl)-3-methyl-5-(trifluoromethyl)phenol [C@H]12COCC[C@@]2(C1)N1N=C2N=C(C=NC2=C1)C1=C(C=C(C=C1C)C(F)(F)F)O